C1(=CC=CC=C1)S(=O)(=O)N1C=C(C=2C1=NC=CC2)C=2C=CC=1N(C2)C(=CN1)C1=NC(=NC=C1)NC1=CC=C(C=N1)N1CCN(CC1)C(C)=O 1-(4-(6-((4-(6-(1-(Phenylsulfonyl)-1H-pyrrolo[2,3-b]pyridin-3-yl)imidazo[1,2-a]pyridin-3-yl)pyrimidin-2-yl)amino)pyridin-3-yl)piperazin-1-yl)ethan-1-one